BrC=1C=CC2=C(OC3=C2C=CC=2C=CC=CC23)C1 9-bromobenzo[B]naphtho[2,1-D]furan